C(C)(C)(C)OC([C@@H](CC1=CC(=CC=C1)CC=O)[C@@H]1CN(CC1)C(=O)OC(C)(C)C)=O (R)-tert-butyl 3-((S)-1-(tert-butoxy)-1-oxo-3-(3-(2-oxoethyl)phenyl)propan-2-yl)pyrrolidine-1-carboxylate